COC=1C=C2[C@]3(C(NC2=CC1)=O)[C@@H](C3)C3=CC=C1C(=NNC1=C3)NC3=NC(=CN=C3OC)N3CCOCC3 (1r,2s)-5'-methoxy-2-(3-{[3-methoxy-6-(morpholin-4-yl)pyrazin-2-yl]amino}-1H-indazol-6-yl)-1'H-spiro[cyclopropan-1,3'-indol]-2'-one